2-(4-(1-((4-methyl-4H-1,2,4-triazol-3-yl)methyl)cyclobutyl)-6-phenethylpyridin-2-yl)-6-(((1-methylcyclobutyl)amino)methyl)-4-(trifluoromethyl)isoindolin-1-one CN1C(=NN=C1)CC1(CCC1)C1=CC(=NC(=C1)CCC1=CC=CC=C1)N1C(C2=CC(=CC(=C2C1)C(F)(F)F)CNC1(CCC1)C)=O